N-(5-((2-(5-azaspiro[3.4]oct-5-yl)ethyl)carbamoyl)-2-methylpyridin-3-yl)-2-(5,6-dihydro-4H-pyrrolo[1,2-b]pyrazol-3-yl)pyrazolo[5,1-b]thiazole-7-carboxamide C1CCC12N(CCC2)CCNC(=O)C=2C=C(C(=NC2)C)NC(=O)C=2C=NN1C2SC(=C1)C1=C2N(N=C1)CCC2